CSC=1N=CC2=C(N1)CCNC2=O 2-methylthio-7,8-dihydropyrido[4,3-d]pyrimidin-5(6H)-one